2-(thiophen-2-yl)-dihydropyran S1C(=CC=C1)C1OC=CCC1